4-(4-toluenesulfonyloxy)benzenesulfonic acid CC1=CC=C(C=C1)S(=O)(=O)OC1=CC=C(C=C1)S(=O)(=O)O